C(C=C)(=O)OCCCCCCCCCCOC(C=1C(C(=O)[O-])=CC(C(=O)[O-])=CC1)=O acryloxydecyltrimellitate